FC=1C=CC2=C(N(C(N2)=O)CC2=CC=C(C=C2)CC(=O)NC)C1 2-(4-((6-fluoro-2-oxo-2,3-dihydro-1H-benzo[d]imidazol-1-yl)methyl)phenyl)-N-methylacetamide